COC=1C=C(CN2CC(OC3=C(C2=O)C=C(C=C3C3=C(C=C(C=C3)F)C)CO)C)C=C(C1)OC 4-(3,5-dimethoxybenzyl)-9-(4-fluoro-2-methylphenyl)-7-(hydroxymethyl)-2-methyl-3,4-dihydrobenzo[f][1,4]oxazepin-5(2H)-one